COC(=O)C1=C(N(C(C(C1=O)(C1=CC=C(C=C1)[N+](=O)[O-])Br)C)CC)C1=CC(=C(C=C1)Cl)Cl 5-bromo-2-(3,4-dichlorophenyl)-1-ethyl-6-methyl-5-(4-nitrophenyl)-4-oxo-pyridine-3-carboxylic acid methyl ester